[2H]C([2H])([2H])OC1=CC2=C(C=C1)C3=C(N2)C(=NC=C3)C harmine-d3